(4-amino-1,3-dihydrofuro[3,4-c][1,7]naphthyridin-8-yl)-[(2S)-4,4-difluoro-2-[4-(trifluoromethoxy)phenyl]-1-piperidyl]methanone NC1=NC=2C=NC(=CC2C2=C1COC2)C(=O)N2[C@@H](CC(CC2)(F)F)C2=CC=C(C=C2)OC(F)(F)F